6-(5-chloro-2-fluorophenyl)-4-[(5-nitropyridin-3-yl)amino]pyridin-3-ol ClC=1C=CC(=C(C1)C1=CC(=C(C=N1)O)NC=1C=NC=C(C1)[N+](=O)[O-])F